COC=1C=C(C=C2C(=NC=NC12)NC(C)C1=NC(=NO1)C)C1=NC=C(C=C1)C 8-methoxy-N-[1-(3-methyl-1,2,4-oxadiazol-5-yl)ethyl]-6-(5-methyl-2-pyridinyl)quinazolin-4-amine